1,2-diethylbenzene C(C)C1=C(C=CC=C1)CC